[N+](=O)([O-])C1=CC=C(C(=O)OC2CC3(C2)CCC(CC3)=O)C=C1 7-oxospiro[3.5]nonan-2-yl 4-nitrobenzoate